4-(aminomethyl)-N,N-dimethyl-tetrahydro-2H-pyran-4-amine NCC1(CCOCC1)N(C)C